ClC=1C(=CC(=C(C1)C1=NNC=C1C=1N=C2C=C(C=NC2=CC1)NCCN1C[C@H](N[C@H](C1)C)C)F)F |r| 6-[3-(5-chloro-2,4-difluoro-phenyl)-1H-pyrazol-4-yl]-N-[2-[rac-(3R,5S)-3,5-dimethylpiperazin-1-yl]ethyl]-1,5-naphthyridin-3-amine